NC1=NC=CC(=C1Cl)OC1=C(C=C(C=C1)NC(=O)C=1C=NN(C1C(F)F)C)F N-(4-((2-amino-3-chloropyridine-4-yl)oxy)-3-fluorophenyl)-5-(difluoromethyl)-1-methyl-1H-pyrazole-4-carboxamide